ClC1=C(C(=O)N[C@@H]2[C@H](CN(CC2)C2=NC=C(C=C2)C=2C=3N(C=C(C2)OCC)N=CC3C#N)O)C=C(C=C1)F 2-chloro-N-((3S,4S)-1-(5-(3-cyano-6-ethoxypyrazolo[1,5-a]pyridin-4-yl)pyridin-2-yl)-3-hydroxypiperidin-4-yl)-5-fluorobenzamide